benzyl 2-(2-cyclopropylphenyl)-4-oxo-3,4-dihydropyridine-1(2H)-carboxylate C1(CC1)C1=C(C=CC=C1)C1N(C=CC(C1)=O)C(=O)OCC1=CC=CC=C1